hydroxybenzotriazoleaminium OC1=C(C2=C(NN=N2)C=C1)[NH3+]